C(C1=CC=CC=C1)OC1=NC(=CC=C1C1=NN(C2=C(C=CC=C12)N1C[C@H](N(CC1)C(=O)OC(C)(C)C)C)C)OCC1=CC=CC=C1 tert-butyl (2R)-4-[3-(2,6-dibenzyloxy-3-pyridyl)-1-methyl-indazol-7-yl]-2-methyl-piperazine-1-carboxylate